NC1=NC=C(C2=C1C=NN2)NC(C(=O)N([C@H](C)C2=C(C=C(C=C2)C(F)(F)F)C)C)=O (R)-N1-(4-amino-1H-pyrazolo[4,3-c]pyridin-7-yl)-N2-methyl-N2-(1-(2-methyl-4-(trifluoromethyl)phenyl)ethyl)oxalamide